4-fluoro-N-[4-fluoro-2-[rac-(3S)-3,4-dimethylpiperazin-1-yl]-5-[2-[rac-(3R)-3-methylmorpholin-4-yl]pyrimidin-5-yl]phenyl]-2-(trifluoromethyl)benzamide FC1=CC(=C(C(=O)NC2=C(C=C(C(=C2)C=2C=NC(=NC2)N2[C@@H](COCC2)C)F)N2C[C@@H](N(CC2)C)C)C=C1)C(F)(F)F |r|